ethyl 2-(2-piperazin-1-ylethoxy)acetate N1(CCNCC1)CCOCC(=O)OCC